C/C=1/CC[C@H]2C(C[C@@H]2C(CC/C1)=C)(C)C (1R,4E,9S)-4,11,11-trimethyl-8-methylene-bicyclo(7.2.0)undec-4-ene